C1=CC=C(C=C1)CC[C@@H](CCS(=O)(=O)O)NC(=O)[C@H](CC2=CC=CC=C2)NC(=O)OCC3=CC=CC=C3 N-[N'-Benzyloxycarbonyl-phenylalaninyl]-3-amino-5-phenyl-pentane-1-sulfonic acid phenyl ester